FC1=CC2=C(N(C(=N2)N2C[C@H]([C@@H](CC2)F)N)CC2=C3C=CC=NC3=CC=C2)C=C1F (3R,4R)-1-(5,6-difluoro-1-(5-quinolinylmethyl)-1H-benzimidazol-2-yl)-4-fluoro-3-piperidinamine